3,7,11-Trimethyl-2,6,10-dodecatrienyl α-hydroxyisobutyrate OC(C(=O)OCC=C(CCC=C(CCC=C(C)C)C)C)(C)C